acryloxynonyldifluoromethylsilane C(C=C)(=O)OCCCCCCCCC[SiH2]C(F)F